3-amino-4-mercaptophenylhydrazine NC=1C=C(C=CC1S)NN